(3,3-difluoro-1-((2S,3S,4R)-2,3,4,5-tetrahydroxypentyl)-1,6-diazaspiro[3.3]heptan-6-yl)ethan-1-one FC1(CN(C12CN(C2)C(C)=O)C[C@@H]([C@@H]([C@@H](CO)O)O)O)F